6-(4-(5-(3-chloro-4-fluorophenyl)-7,7-dimethyl-6,7-dihydro-5H-pyrrolo[2,3-b]pyrazine-2-carbonyl)-3,3-dimethylpiperazin-1-yl)-2,4-dimethylnicotinic acid ClC=1C=C(C=CC1F)N1CC(C=2C1=NC=C(N2)C(=O)N2C(CN(CC2)C2=NC(=C(C(=O)O)C(=C2)C)C)(C)C)(C)C